N-2-methoxyethyl-N-methylpyrrolidinium butanesulfonate C(CCC)S(=O)(=O)[O-].COCC[N+]1(CCCC1)C